5-Amino-4-[4-[[4-(bromomethyl)phenyl]methoxy]-1-oxo-isoindolin-2-yl]-5-oxo-pentanoic acid methyl ester COC(CCC(C(=O)N)N1C(C2=CC=CC(=C2C1)OCC1=CC=C(C=C1)CBr)=O)=O